butyl 1-acetate C(C)(=O)OCCCC